Methyl 5-((methylthio)methyl)thiophene-2-carboxylate CSCC1=CC=C(S1)C(=O)OC